BrC1=NN(C(=C1)CO)[C@@H](CNC(OC(C)(C)C)=O)C |r| Racemic-tert-butyl {2-[3-bromo-5-(hydroxymethyl)-1H-pyrazol-1-yl]propyl}carbamate